(13S,14S)-17-oxo-13-methyl-12,14,15,16-tetrahydro-11H-cyclopenta[a]phenanthrene-3-ol O=C1CC[C@H]2C3=CC=C4C=C(C=CC4=C3CC[C@]12C)O